C1(CCCC1)C1=NN(C=C1)C(C(=O)O)C 2-(3-cyclopentyl-1H-pyrazol-1-yl)propanoic acid